C(C1=CC=CC=C1)OC(=O)N1CC(CC(C1)=C)C(=O)O 1-((benzyloxy)carbonyl)-5-methylenepiperidine-3-carboxylic acid